NC1=NC(=C2N=CN(C2=N1)CC1=CC=C(C=C1)[N+](=O)[O-])C=1C(=C(C#N)C=CC1)C 3-(2-amino-9-(4-nitrobenzyl)-9H-purin-6-yl)-2-methylbenzonitrile